2-amino-N-((1S)-1-(9-((1-methyl-1H-pyrazol-4-yl)ethynyl)-1-oxo-2-phenyl-2,4,5,6-tetrahydro-1H-4,6-epoxybenzo[de]isoquinolin-3-yl)ethyl)pyrazolo[1,5-a]pyrimidine-3-carboxamide NC1=NN2C(N=CC=C2)=C1C(=O)N[C@@H](C)C=1N(C(C=2C(=CC=C3C2C1C1CC3O1)C#CC=1C=NN(C1)C)=O)C1=CC=CC=C1